[OH-].[Na+].C(C)(=O)[O-].[Na+].[I-].[Na+].NCCS(=O)(=O)[O-].[Na+] sodium taurate sodium iodide sodium acetate sodium hydroxide